ClC=1C=CC(=C(C1)C1=CC(=C(N=N1)N(CC1(C(OCC1)=O)C)C)NC1=CC(=NC=N1)NC(=O)C1CC(C1)N1CCN(CC1)C)F N-(6-{[6-(5-chloro-2-fluorophenyl)-3-{methyl[(3-methyl-2-oxooxolan-3-yl)methyl]amino}pyridazin-4-yl]amino}pyrimidin-4-yl)-3-(4-methylpiperazin-1-yl)cyclobutane-1-carboxamide